BrC1=CC(=CC=2C=3N(C(=NC12)Cl)C=C(N3)C)C 7-bromo-5-chloro-2,9-dimethylimidazo[1,2-c]quinazoline